N-(4-(naphthalen-1-yl)pyridin-2-yl)-4-(pyridin-2-yl)thiazol-2-amine C1(=CC=CC2=CC=CC=C12)C1=CC(=NC=C1)NC=1SC=C(N1)C1=NC=CC=C1